FC1(CCC(CC1)C1=NC2=C(N1C[C@H](C)OC)C=C(C=C2)C=2C=C(C(N(C2)C)=O)C)F (S)-5-(2-(4,4-difluorocyclohexyl)-1-(2-methoxypropyl)-1H-benzo[d]imidazol-6-yl)-1,3-dimethylpyridin-2(1H)-one